C(C)(C)(C)OC(=O)N1C2(CC2)CC[C@H]1C(=O)O (S)-4-(tert-butyloxycarbonyl)-4-azaspiro[2.4]heptan-5-formic acid